ClC1=C(C(=CC=C1Cl)O)CC1=CC(=NC=C1)C(=O)N 4-[(2,3-dichloro-6-hydroxyphenyl)methyl]pyridine-2-carboxamide